dinitrophenolate [N+](=O)([O-])C=1C(=C(C=CC1)[O-])[N+](=O)[O-]